NC(C(=O)NC1=C(C=C(C=C1)C1=NC(=CN=C1)C(F)(F)F)F)C=1N=C(SC1)NS(=O)(=O)C1CC1 2-Amino-2-(2-(cyclopropanesulfonamido)thiazol-4-yl)-N-(2-fluoro-4-(6-(trifluoromethyl)pyrazin-2-yl)phenyl)acetamide